N-benzylsulfonyl-4-[4-[5-[2-(5-hydroxy-1-methylpyridine-1-ium-3-yl)ethynyl]pyridine-3-carbonyl]piperazine-1-yl]benzamide C(C1=CC=CC=C1)S(=O)(=O)NC(C1=CC=C(C=C1)N1CCN(CC1)C(=O)C=1C=NC=C(C1)C#CC=1C=[N+](C=C(C1)O)C)=O